CC1=CC(=NC(=N1)N1CCNC(CC1)C)NC=1C=C2C=NNC2=CC1 N-(6-methyl-2-(5-methyl-1,4-diazepan-1-yl)pyrimidin-4-yl)-1H-indazol-5-amine